2,4,6-trimethoxy-1,3,5-trimethylbenzene COC1=C(C(=C(C(=C1C)OC)C)OC)C